N-(2-cyclopropyl-4-(6-fluoro-3,4-dihydroisoquinolin-2(1H)-yl)-6-methylphenyl)-3,3-Dimethylbutanamide C1(CC1)C1=C(C(=CC(=C1)N1CC2=CC=C(C=C2CC1)F)C)NC(CC(C)(C)C)=O